6-(3-methoxy-5-(trifluoromethyl)pyridin-2-yl)-5-methyl-1,2,4-triazin-3-amine COC=1C(=NC=C(C1)C(F)(F)F)C1=C(N=C(N=N1)N)C